N-(4-bromo-1H-indol-7-yl)-2,2,2-trifluoroacetamide BrC1=C2C=CNC2=C(C=C1)NC(C(F)(F)F)=O